2-(o-tolyl)propan-2-amine hydrochloride Cl.C1(=C(C=CC=C1)C(C)(C)N)C